tert-butyl N-([2-[2-(2,5-dihydrofuran-3-yl)-4-fluoro-6-(propan-2-yl)phenyl]acetamido][2-(2-hydroxypropan-2-yl)-1,3-oxazol-5-yl]oxo-λ6-sulfanylidene)carbamate O1CC(=CC1)C1=C(C(=CC(=C1)F)C(C)C)CC(=O)NS(=NC(OC(C)(C)C)=O)(=O)C1=CN=C(O1)C(C)(C)O